methyl 5-chloro-1-((2-(trimethylsilyl)ethoxy)methyl)-1H-pyrrolo[2,3-b]pyridine-4-carboxylate ClC1=C(C2=C(N=C1)N(C=C2)COCC[Si](C)(C)C)C(=O)OC